ClC1=NC=C(C(=C1)C1=C(C=NC(=C1)C)C(=O)NC=1SC(=NN1)C(NC1=NC=C(C=C1)Cl)=O)OC 2'-chloro-N-{5-[(5-chloropyridin-2-yl)carbamoyl]-1,3,4-thiadiazol-2-yl}-5'-methoxy-6-methyl-[4,4'-bipyridine]-3-carboxamide